N-(6-(4-Cyanobut-1-yn-1-yl)pyridazin-3-yl)-2-(pyridin-2-yl)acetamide C(#N)CCC#CC1=CC=C(N=N1)NC(CC1=NC=CC=C1)=O